(R)-4-bromo-N-(2-hydroxypropyl)benzenesulfonamide BrC1=CC=C(C=C1)S(=O)(=O)NC[C@@H](C)O